tert-butyl 2-[1-[2-(2,6-dioxo-3-piperidyl)-1-oxo-isoindolin-5-yl]azetidin-3-yl]-2,7-diazaspiro[3.5]nonane-7-carboxylate O=C1NC(CCC1N1C(C2=CC=C(C=C2C1)N1CC(C1)N1CC2(C1)CCN(CC2)C(=O)OC(C)(C)C)=O)=O